1-(1-methoxy-2-methylpropan-2-yl)-N-((3-(4-nitro-1-(2,2,2-trifluoroethyl)-1H-indol-2-yl)-1,2,4-oxadiazol-5-yl)methyl)-1H-pyrazole-4-carboxamide COCC(C)(C)N1N=CC(=C1)C(=O)NCC1=NC(=NO1)C=1N(C2=CC=CC(=C2C1)[N+](=O)[O-])CC(F)(F)F